3-(5-cyano-6-methoxypyridin-3-yl)urea C(#N)C=1C=C(C=NC1OC)NC(N)=O